4-Chloro-6-(7,7-dimethyl-7H-benzo[c]fluoren-5-yl)-2-phenylpyrimidine ClC1=NC(=NC(=C1)C1=CC=2C(C=3C=CC=CC3C2C2=C1C=CC=C2)(C)C)C2=CC=CC=C2